5-bromo-2-methyl-3-propylpyrazolo[4,3-b]pyridine BrC=1C=CC=2C(N1)=C(N(N2)C)CCC